1-cyano-N-methyl-N-(1-phenylbutyl)methanesulfonamide C(#N)CS(=O)(=O)N(C(CCC)C1=CC=CC=C1)C